CC1=CC=C(C=C1)S(=O)(=O)C(C2=CC=CC=C2F)[N+]#[C-] [1-(2-FLUOROPHENYL)-1-TOSYL]METHYL ISOCYANIDE